7-[3-chloro-6-(difluoromethoxy)-2-fluorophenyl]-N-[(2,4-dimethoxyphenyl)methyl]Cinnolin-4-amine ClC=1C(=C(C(=CC1)OC(F)F)C1=CC=C2C(=CN=NC2=C1)NCC1=C(C=C(C=C1)OC)OC)F